N-(2-Bromo-4-fluoro-6-nitrophenyl)-4-(2-chloro-4-fluorophenyl)-1,3-dimethyl-1H-pyrazol-5-amin BrC1=C(C(=CC(=C1)F)[N+](=O)[O-])NC1=C(C(=NN1C)C)C1=C(C=C(C=C1)F)Cl